3-(6-chloropyridin-3-yl)-1-methyl-2-oxo-2,3-dihydro-1H-benzo[d]imidazole-5-carbonitrile ClC1=CC=C(C=N1)N1C(N(C2=C1C=C(C=C2)C#N)C)=O